ClC1=NC2=C(C(=N1)N1N=C(N=C1N)NC=1C=C3C(=NC1)CCCC1(OCCO1)C3)C=CS2C 1-(2-chloro-7-methylthieno[3,2]pyrimidin-4-yl)-N3-(5,7,8,9-tetrahydrospiro[cyclohepta[b]pyridine-6,2'-[1,3]dioxolane]-3-yl)-1H-1,2,4-triazole-3,5-diamine